FC1=CC=C(C=C1)N1N=C(N=C1C1=CC=C(C=C1)C(C)C)C(=O)OC methyl 1-(4-fluorophenyl)-5-(4-isopropylphenyl)-1H-1,2,4-triazole-3-carboxylate